IC=1C(=NSC1C)C 4-iodo-3,5-dimethylisothiazole